(2R,3S,4R,5R)-4-[[3-(3,4-difluoro-2-methoxy-phenyl)-4,5-dimethyl-tetrahydrofuran-2-carbonyl]amino]pyridine-2-carboxamide FC=1C(=C(C=CC1F)[C@H]1[C@@H](O[C@@H]([C@@H]1C)C)C(=O)NC1=CC(=NC=C1)C(=O)N)OC